2-[3'-(1,1,3,3-tetramethylbutyl)-5'-(α,α-dimethylbenzyl)-2'-hydroxyphenyl]-benzotriazole CC(CC(C)(C)C)(C)C=1C(=C(C=C(C1)C(C1=CC=CC=C1)(C)C)N1N=C2C(=N1)C=CC=C2)O